1-((1S,4S)-4-(Diethylamino)cyclohexyl)-6-methyl-5-(8-methyl-[1,2,4]triazolo[1,5-a]pyridin-6-yl)-1,3-dihydro-2H-benzo[d]imidazol-2-on C(C)N(C1CCC(CC1)N1C(NC2=C1C=C(C(=C2)C=2C=C(C=1N(C2)N=CN1)C)C)=O)CC